FC=1C=NC=CC1CN1CC(N(C(C1)C)C(C(C)C)=O)C(=O)NCC1=CC=C(C=C1)C=1OC=CC1 4-[(3-fluoropyridin-4-yl)methyl]-N-{[4-(furan-2-yl)phenyl]methyl}-6-methyl-1-(2-methylpropanoyl)piperazine-2-carboxamide